N1(CCC1)CC1(CC1)NC([C@H](CC)C1=CC=CC=C1)=O (R)-N-(1-(azetidin-1-ylmethyl)cyclopropyl)-2-phenylbutanamide